3-[[3-(3-Ethoxy-5-nitrophenyl)oxetan-3-yl]methyl]-4-methyl-1,2,4-triazole C(C)OC=1C=C(C=C(C1)[N+](=O)[O-])C1(COC1)CC1=NN=CN1C